ClCCCN1CCN(CC1)C(=O)OC(C)(C)C 4-(3-chloropropyl)-1-tert-butoxycarbonylpiperazine